C(C1=CC=CC=C1)OC(=O)N1C[C@H](CC(CCC1)O)NC(=O)OCC1=CC=CC=C1 |r| rac-(3S)-3-(((benzyloxy)carbonyl)amino)-5-hydroxyazacyclooctane-1-carboxylic acid benzyl ester